Cl.FC(C1=CC(=NC=C1)OC1CC2(C1)CCNCC2)(F)F 2-((4-(trifluoromethyl)pyridin-2-yl)oxy)-7-azaspiro[3.5]nonane hydrochloride